COCCN(C1=CC=C2C(=C(C(N(C2=C1)C)=O)C(=O)N)N1CCC2(CCN(C2)C2=CC(=CC=C2)OC(F)(F)F)CC1)C 7-[(2-Methoxyethyl)(methyl)amino]-1-methyl-2-oxo-4-{2-[3-(trifluoromethoxy)phenyl]-2,8-diazaspiro[4.5]dec-8-yl}-1,2-dihydroquinoline-3-carboxamide